N1=CC(=CC=C1)C=1C=C(C=C(C1)C=1C=NC=CC1)C1=CC(=CC=C1)C1=CC(=CC(=C1)C=1C=NC=CC1)C=1C=NC=CC1 1,3-Bis[3,5-di(pyridin-3-yl)phenyl]benzene